Propylacetic acid (Propyl Acetate) C(CC)CC(=O)O.C(CC)CC(=O)O